trans-(1S,2S)-2-(4-bromo-3-fluorophenyl)cyclopropane-1-carboxylic acid BrC1=C(C=C(C=C1)[C@@H]1[C@H](C1)C(=O)O)F